OC(CC(=O)NC1=NN2C(C=C(C=C2)C(F)(F)F)=C1C1=NN(C=C1)C)(C)C 3-hydroxy-3-methyl-N-(3-(1-methyl-1H-pyrazol-3-yl)-5-(trifluoromethyl)pyrazolo[1,5-a]pyridin-2-yl)butanamide